S-benzoyl-L-cysteine C(C1=CC=CC=C1)(=O)SC[C@H](N)C(=O)O